para-dichlorobenzene-methanol ClC1(CC=C(C=C1)Cl)CO